[Si](C)(C)(C(C)(C)C)OC1CN(C1)C=1C=CC(=C(C1)CO)F (5-(3-((tert-butyldimethylsilyl)oxy)azetidin-1-yl)-2-fluorophenyl)methanol